O1COC(C1)CO 1,3-dioxolan-4-yl-methanol